4-(ethylamino)-6-((8-(4-(oxetan-3-yl)piperazine-1-carbonyl)-2,3-dihydrobenzo[b][1,4]dioxin-5-yl)amino)-1H-pyrrolo[2,3-b]pyridine-3-carbonitrile C(C)NC1=C2C(=NC(=C1)NC1=CC=C(C=3OCCOC31)C(=O)N3CCN(CC3)C3COC3)NC=C2C#N